4-(hydroxy(5-(methoxycarbonyl)thiophen-2-yl)methyl)piperidine-1-carboxylic acid tert-butyl ester C(C)(C)(C)OC(=O)N1CCC(CC1)C(C=1SC(=CC1)C(=O)OC)O